FC=1C=C(C=CC1OC1=CC=NC2=CC=C(N=C12)OC)NC(=O)C=1C(=NC=C(C1O)C1=C(C=C(C=C1)F)C)C N-[3-Fluoro-4-[(6-methoxy-1,5-naphthyridin-4-yl)oxy]phenyl]-5-(4-fluoro-2-methylphenyl)-4-hydroxy-2-methylpyridine-3-carboxamide